C1(CCC1)C1=CC=C(C=N1)C(C)=O 1-(6-Cyclobutylpyridin-3-yl)ethan-1-one